(Z)-2-{l-1-[3-(Dimethylamino)propylidene]-6,11-dihydrodibenz[b,e]oxepin-2-yl}-2-hydroxyacetic acid CN(CC\C=C/1\C(C=CC=2OCC3=C(CC21)C=CC=C3)C(C(=O)O)O)C